6-methyl-2-((1R,2R)-2-methylcyclopropyl)-1,3,6,2-dioxazaborocane-4,8-dione CN1CC(OB(OC(C1)=O)[C@H]1[C@@H](C1)C)=O